N-(2,6-dioxo-3-piperidinyl)-6,7-dihydro-5H-cyclopenta[b]pyridine-7-carboxamide O=C1NC(CCC1NC(=O)C1CCC=2C1=NC=CC2)=O